C(C)(C)(C)OC(NCCOCCOCCOCCOCCN)=O (14-amino-3,6,9,12-tetraoxatetradecyl)carbamic acid tert-butyl ester